N-(2-(methyl(5,6,7,8-tetrahydronaphthalen-1-yl)amino)ethyl)-3-(8-methyl-4-oxo-4,5-dihydro-3H-pyrimido[5,4-b]indol-3-yl)propanamide CN(CCNC(CCN1C=NC2=C(NC=3C=CC(=CC23)C)C1=O)=O)C1=CC=CC=2CCCCC12